C(C)OC1=C(C=CC(=C1)C1=NC=NC(=C1)NCCC1=C(C2=CC=CC=C2C=C1)C)C/C(/N)=N/O (Z)-2-(2-Ethoxy-4-(6-((2-(1-methylnaphthalen-2-yl)ethyl)amino)pyrimidin-4-yl)phenyl)-N'-hydroxyacetimidamide